(1r,3r)-3-(3-(trifluoromethoxy)pyridin-2-yl)cyclobutyl ((2-(2,6-dioxopiperidin-3-yl)-4-fluoro-3-oxoisoindolin-5-yl)methyl)carbamate O=C1NC(CC[C@H]1N1CC2=CC=C(C(=C2C1=O)F)CNC(OC1CC(C1)C1=NC=CC=C1OC(F)(F)F)=O)=O